(2r,6s)-2-methyl-6-propylmorpholin-3-one C[C@@H]1C(NC[C@@H](O1)CCC)=O